(1-(tetrahydro-2H-pyran-4-yl)-1H-pyrazol-4-yl)boronic acid O1CCC(CC1)N1N=CC(=C1)B(O)O